C(C)(C)(C)OC(NC1=CC=C2C=NN(C2=C1OC)CC#N)=O (1-(Cyanomethyl)-7-methoxy-1H-indazol-6-yl)carbamic acid tert-butyl ester